C[N+](CC#C)(C)C N,N,N-trimethylprop-2-yn-1-aminium